(5S,11S)-5-benzyl-8-(4-tert-Butoxybenzyl)-11-(4-(tert-butyloxycarbonylamino)butyl)-1-(9H-fluoren-9-yl)-3,6,9-trioxo-2-oxa-4,7,8,10-tetraazadodecane C(C1=CC=CC=C1)[C@H](NC(OCC1C2=CC=CC=C2C=2C=CC=CC12)=O)C(NN(C(N[C@@H](C)CCCCNC(=O)OC(C)(C)C)=O)CC1=CC=C(C=C1)OC(C)(C)C)=O